N1=CC=C(C=C1)CN1CNC2=NC=C(C=C21)C2=CC(=CC=C2)C(F)(F)F 1-(4-pyridylmethyl)-6-[3-(trifluoromethyl)phenyl]-3H-imidazo[4,5-b]Pyridine